(2S,4R)-4-((2-azidoethoxy)methyl)-N-((R)-1-(4-carbamimidoylthiophen-2-yl)ethyl)-4-fluoro-1-((4-(4-fluorophenoxy)benzoyl)glycyl)pyrrolidine-2-carboxamide N(=[N+]=[N-])CCOC[C@]1(C[C@H](N(C1)C(CNC(C1=CC=C(C=C1)OC1=CC=C(C=C1)F)=O)=O)C(=O)N[C@H](C)C=1SC=C(C1)C(N)=N)F